C(C1CO1)OC1=CCC(C2=CC=CC=C12)(C)OCC1CO1 1,4-bis(glycidoxy)-4-methylnaphthalene